FC1=C(C=CC(=C1)[N+](=O)[O-])N1CC(N(CC1)CC=O)=O 2-(4-(2-fluoro-4-nitrophenyl)-2-oxopiperazin-1-yl)acetaldehyde